C(C)(C)(C)OC(=O)NNC(C1=CN=C(C=C1)C(F)(F)F)=O 2-(6-(trifluoromethyl)nicotinoyl)hydrazine-1-carboxylic acid tert-butyl ester